1-(3-(piperidin-4-yl)-1H-indol-6-yl)dihydropyrimidine-2,4(1H,3H)-dione formate C(=O)O.N1CCC(CC1)C1=CNC2=CC(=CC=C12)N1C(NC(CC1)=O)=O